(R)-2-oxo-2-(pyrrolidin-1-yl)ethyl 2-(((benzyloxy)carbonyl)amino)-3-(3-(4-chloro-1-ethyl-1H-pyrazol-5-yl)-5-fluorobenzamido)propanoate C(C1=CC=CC=C1)OC(=O)N[C@@H](C(=O)OCC(N1CCCC1)=O)CNC(C1=CC(=CC(=C1)F)C1=C(C=NN1CC)Cl)=O